5-bromo-2-(1-methyl-4-piperidyl)indazole BrC1=CC2=CN(N=C2C=C1)C1CCN(CC1)C